3-(4-(aminomethyl)-4-methylpiperidin-1-yl)-6-(2,3-dichlorophenoxy)pyrazin-2(1H)-one NCC1(CCN(CC1)C=1C(NC(=CN1)OC1=C(C(=CC=C1)Cl)Cl)=O)C